4-(3-chloro-2-(pyrrolidin-1-yl)phenoxy)piperidine-1-carboxylic acid tert-butyl ester C(C)(C)(C)OC(=O)N1CCC(CC1)OC1=C(C(=CC=C1)Cl)N1CCCC1